FC(S(=O)(=O)OS(=O)(=O)C(F)(F)F)(F)F trifluoromethane-sulphonic anhydride